bis-(3,4-epoxycyclohexylmethyl) pimelate C(CCCCCC(=O)OCC1CC2C(CC1)O2)(=O)OCC2CC1C(CC2)O1